calcium ammonium acrylate C(C=C)(=O)[O-].[NH4+].[Ca]